CN1N=CC(=C1)C(CCC1=NC(=CC(=N1)N1CCOCC1)N1N=C(C=C1)C1=CC=CC=C1)O 1-(1-methyl-1H-pyrazol-4-yl)-3-(4-morpholino-6-(3-phenyl-1H-pyrazol-1-yl)pyrimidin-2-yl)propan-1-ol